C(C)(C)(C)OC(=O)N1[C@@H](CN([C@H](C1)C)C1=NC(=NC2=CC(=C(C=C12)C(F)(F)F)Br)Cl)C.FC(CC1=CC=CC=C1)(C)F (2,2-difluoropropyl)benzene tert-butyl-(2R,5S)-4-[7-bromo-2-chloro-6-(trifluoromethyl)quinazolin-4-yl]-2,5-dimethyl-piperazine-1-carboxylate